C(=O)=[Rh]=C=O dicarbonyl-rhodium